trans-4,4-difluoro-3-methoxycyclohexanol FC1([C@@H](C[C@H](CC1)O)OC)F